ClC1=C(C=CC=C1)C=1N(C2=NC(=NC(=C2N1)N1CCC(CC1)(C(=O)N)C)N(C)CCO)C1=CC=C(C=C1)Cl 1-[8-(2-chlorophenyl)-9-(4-chlorophenyl)-2-((2-hydroxyethyl)(methyl)amino)-purin-6-yl]-4-methyl-piperidine-4-carboxamide